CN1N=C(C=C1)N1C=CC=2C1=NC(=CC2CN2CCCC2)C=2C=C1CN(C(C1=CC2)=O)[C@@H]2C(NC(CC2)=O)=O (S)-3-(5-(1-(1-methyl-1H-pyrazol-3-yl)-4-(pyrrolidin-1-ylmethyl)-1H-pyrrolo[2,3-b]pyridin-6-yl)-1-oxoisoindolin-2-yl)piperidine-2,6-dione